6-(4-(5-hydroxy-1-phenyl-1H-pyrazol-3-yl)phenyl)pyridazin-3(2H)-one OC1=CC(=NN1C1=CC=CC=C1)C1=CC=C(C=C1)C=1C=CC(NN1)=O